N-(8-fluoro-6-oxo-1,4,5,6-tetrahydro-2H-pyrano[3,4-c]isoquinolin-1-yl)-N-methylbenzo[d]thiazole-6-carboxamide FC=1C=CC=2C3=C(NC(C2C1)=O)COCC3N(C(=O)C3=CC1=C(N=CS1)C=C3)C